BrC=1C2=C(N3C1C(N(C=C3)C3=NC=CC(=C3COC(C)=O)Cl)=O)CC(C2)(C)C Acetic acid (2-(9-bromo-7,7-dimethyl-1-oxo-1,6,7,8-tetrahydro-2H-cyclopenta[4,5]pyrrolo[1,2-a]pyrazin-2-yl)-4-chloropyridin-3-yl)methyl ester